FC1=C2C(C(C(N(C2=CC=C1)C(C)C)(C)C1=NC(=NC=C1)N[C@H]1[C@@H](COCC1)O)I)=O 5-fluoro-2-(((3S,4R)-3-hydroxytetrahydro-2H-pyran-4-yl)aminopyrimidin-4-yl)-3-iodo-1-isopropyl-2-methylquinolin-4(1H)-one